C(C)(C)(C)OC(NCCC1=CC(=CC=C1)NC1=NC(=C(N=C1C(N)=O)CC)OC(C)C)=O (3-((3-carbamoyl-5-ethyl-6-isopropoxypyrazin-2-yl)amino)phenethyl)carbamic acid tert-butyl ester